[Cl-].C[N+](CCC[Si](OC)(OC)OC)(CCCCCCCCCCCCCC)C dimethyltetradecyl-[3-(trimethoxysilyl)propyl]ammonium chloride